4-fluoro-4-isopropylcyclohexanone FC1(CCC(CC1)=O)C(C)C